3-(1H-indol-5-yl)-5-(4-((4-methoxypiperidin-1-yl)methyl)phenyl)-1-tosyl-1H-pyrrolo[2,3-b]pyridine N1C=CC2=CC(=CC=C12)C1=CN(C2=NC=C(C=C21)C2=CC=C(C=C2)CN2CCC(CC2)OC)S(=O)(=O)C2=CC=C(C)C=C2